[[(1S,4Z)-cyclooct-4-en-1-yl]-methyl-amino]acetic acid [C@H]1(CC\C=C/CCC1)N(C)CC(=O)O